O=C1[C@@]2(C3=C4C(=NC=C3N1)N(C=C4)S(=O)(=O)C4=CC=CC=C4)C[C@@H](CC2)NC(OC(C)(C)C)=O tert-Butyl ((1R,3R)-7'-oxo-3'-(phenylsulfonyl)-6',7'-dihydro-3'H-spiro[cyclopentane-1,8'-dipyrrolo[2,3-b:3',2'-d]pyridin]-3-yl)carbamate